(3-(2-methoxypyridin-3-yl)pyrazolo[1,5-a]pyrimidin-5-yl)-1-neopentyl-4,5,6,7-tetrahydro-1H-imidazo[4,5-c]pyridine COC1=NC=CC=C1C=1C=NN2C1N=C(C=C2)C=2N(C1=C(CNCC1)N2)CC(C)(C)C